FC(C(CC1=C(C(=O)N)C=CC=C1)=O)(F)F (3,3,3-trifluoro-2-oxo-propyl)benzamide